C1=C(C=CC2=CC=CC=C12)[Si](OC)(OC)C1=CC2=CC=CC=C2C=C1 di(2-naphthyl)dimethoxysilane